C(C)(C)(C)OC(=O)N1C2CN(C(C1)C2)C=2C=C1C=CNC(C1=CC2)=O 5-(1-oxo-1,2-dihydroisoquinolin-6-yl)-2,5-diazabicyclo[2.2.1]heptane-2-carboxylic acid tert-butyl ester